FC1=CC2=C(N(C(=N2)N2C[C@H]([C@@H](CC2)F)N)CC=2OC(=NN2)C)C=C1F (3R,4R)-1-(5,6-Difluoro-1-((5-methyl-1,3,4-oxadiazol-2-yl)methyl)-1H-benzo[d]imidazol-2-yl)-4-fluoropiperidin-3-amin